bis(2-ethanesulfonate) monosodium [Na+].CCS(=O)(=O)[O-].CCS(=O)(=O)O